methyl chloride tetrahydrate O.O.O.O.CCl